ClC=1C=CC(=C2C=NN(C12)COCC[Si](C)(C)C)COC1=NN=C(S1)C1=NC=CC(=C1C1=C(C=CC=C1)OC)C(=O)N [5-[(7-chloro-1-[[2-(trimethylsilyl)ethoxy]methyl]indazol-4-yl)methoxy]-1,3,4-thiadiazol-2-yl]-3-(2-methoxyphenyl)pyridine-4-carboxamide